C1(CC1)N1N=CC(=C1CO)[C@H]1CN(C[C@H](O1)C)S(=O)(=O)C1=CC=C(C=C1)C [2-cyclopropyl-4-[(2S,6R)-6-methyl-4-(p-tolylsulfonyl)morpholin-2-yl]pyrazol-3-yl]methanol